2-(bromomethyl)-5-fluorobenzonitrile BrCC1=C(C#N)C=C(C=C1)F